butenyl-methyl-dimethoxysilane C(=CCC)[Si](OC)(OC)C